(decahydro-1,4:5,8-dimethanonaphthalene-2,7-diyl)dimethanol C12C(CC(C3C4CC(C(C13)C4)CO)C2)CO